1-((1H-indol-4-yl)methyl)-N5-((1R,2R)-2-(hydroxymethyl)cyclopropyl)-N3-methyl-2-oxo-1,2-dihydropyridine-3,5-dicarboxamide N1C=CC2=C(C=CC=C12)CN1C(C(=CC(=C1)C(=O)N[C@H]1[C@@H](C1)CO)C(=O)NC)=O